(1-(((Z)-hex-3-en-1-yl)oxy)prop-1-en-2-yl)-1,2,3,4-tetrahydronaphthalene C(C\C=C/CC)OC=C(C)C1CCCC2=CC=CC=C12